[K].[Co](C#N)C#N cobalt cyanide potassium